CC(C)(C)[S@](=O)N=CC=1OC(=CC1)C (S)-2-methyl-N-[(5-methyl-2-furyl)methylene]propane-2-sulfinamide